N(=[N+]=[N-])CCOCCOCCN1C(C2=CC=CC=3C2=C(C1=O)C=CC3Br)=O 2-(2-(2-(2-azidoethoxy)ethoxy)ethyl)-6-bromo-1H-benzo[de]isoquinoline-1,3(2H)-dione